NC=1N=C2N(C=C(C=C2)C=2C(=C3C(=NC2)NC=C3)Cl)C1C(=O)C1=NC=CC=C1 (2-amino-6-(4-chloro-1H-pyrrolo[2,3-b]pyridin-5-yl)imidazo[1,2-a]pyridin-3-yl)(pyridin-2-yl)methanone